2-((7-(1-(adamantan-1-ylmethyl)-5-methyl-1H-pyrazol-4-yl)-8-(methoxycarbonyl)quinolin-4-yl)amino)nicotinic acid C12(CC3CC(CC(C1)C3)C2)CN2N=CC(=C2C)C2=CC=C3C(=CC=NC3=C2C(=O)OC)NC2=C(C(=O)O)C=CC=N2